C(C)OC(C[C@H](N[S@](=O)C(C)(C)C)C1=CC(=CC(=C1)Br)C)=O.C(=O)(OC(C)(C)C)N[C@H]1CNCCC1 R-3-(N-Boc-Amino)piperidine Ethyl-(S)-3-(5-bromo-3-methylphenyl)-3-(((R)-tert-butylsulfinyl)amino)propanoate